C(COCCC(C(=O)[O-])CC=1C=C(C=C(C1O)C(C)(C)C)C)OCCC(C(=O)[O-])CC=1C=C(C=C(C1O)C(C)(C)C)C ethylenebis(oxyethylene)bis[3-(5-tert-butyl-4-hydroxy-m-tolyl)propionate]